(S)-tert-butyl (3-amino-1,1-diphenylpropan-2-yl)carbamate NC[C@H](C(C1=CC=CC=C1)C1=CC=CC=C1)NC(OC(C)(C)C)=O